L-inositol C1(C(C(C(C(C1O)O)O)O)O)O